FC1(CN(CCO1)C(=O)C=1C=NN2C1CNCC2)F 2,2-difluoro-4-{4H,5H,6H,7H-pyrazolo[1,5-a]pyrazine-3-carbonyl}morpholine